F[C@H]1[C@H]([C@@H](O[C@@]1(CO)C=C)N1C(=O)NC(=O)C=C1)O 3'-Desoxy-3'-fluoro-4'-vinyluridin